C(C)(C)(C)OC(=O)N1CCN(CC1)CC1=CC=C(C=C1)B(O)O [4-[(4-tert-butoxycarbonylpiperazin-1-yl)methyl]phenyl]boronic acid